FC1(C(C1)CN1N=CC(=C1)C=1C(=CC(N(C1)C)=O)C=1C=NN(C1)C)F 5-[1-(2,2-Difluoro-cyclopropylmethyl)-1H-pyrazol-4-yl]-1-methyl-4-(1-methyl-1H-pyrazol-4-yl)-1H-pyridin-2-one